ClC=1C=C(C=CC1)NC=1S\C(\C(N1)=O)=C/C1=CNC2=CC=CC=C12 (5Z)-2-[(3-Chlorophenyl)amino]-5-(1H-indol-3-ylmethylene)-1,3-thiazol-4(5H)-one